C(C1=CC=CC=C1)N1N=CC(=C1)C(C)=O 1-(1-benzyl-1H-pyrazol-4-yl)ethan-1-one